N-[2-(4-Fluorophenyl)-[1,3]thiazolo[5,4-c]pyridin-6-yl]-5-(morpholin-4-yl)-6-[(pyrrolidin-1-yl)methyl]pyridin-2-amine FC1=CC=C(C=C1)C=1SC=2C=NC(=CC2N1)NC1=NC(=C(C=C1)N1CCOCC1)CN1CCCC1